1-[[4-[3-(2,6-dichlorophenyl)azetidin-1-yl]-2,6-dimethyl-phenyl]methyl]-4-methyl-piperidin-4-ol ClC1=C(C(=CC=C1)Cl)C1CN(C1)C1=CC(=C(C(=C1)C)CN1CCC(CC1)(O)C)C